C(#N)C=1C=C(C=CC1)NC(=O)C1=C(N(C(=C1C)C(C(=O)NC1(CCC(CC1)O)C)=O)C)C N-(3-cyanophenyl)-5-(2-(((1r,4r)-4-hydroxy-1-methylcyclohexyl)amino)-2-oxoacetyl)-1,2,4-trimethyl-1H-pyrrole-3-carboxamide